[N+](=O)([O-])C1=CC=C(C=C1)S(=O)(=O)[O-] p-nitrophenyl-sulfonate